4-[[2-(5-Chloro-2-hydroxyphenyl)acetyl]amino]-N-[2-hydroxy-1-(hydroxymethyl)-1-methylethyl]pyridin ClC=1C=CC(=C(C1)CC(=O)NC1=CCN(C=C1)C(CO)(C)CO)O